7'-(2-methyl-4-(4H-1,2,4-triazol-3-yl)phenyl)-1'-((tetrahydro-2H-pyran-4-yl)methyl)-1'H-spiro[cyclobutane-1,2'-pyrazino[2,3-b]pyrazine]-3'(4'H)-one CC1=C(C=CC(=C1)C1=NN=CN1)C1=CN=C2C(=N1)N(C1(C(N2)=O)CCC1)CC1CCOCC1